C(C1=CC=CC=C1)OC=1C=C(C(=NC1)OC)C(=O)OC methyl 5-benzyloxy-2-methoxy-pyridine-3-carboxylate